BrC=1C=CC(=NC1)C1CN(CC1)C(=O)C=1N=C(C2=C(N1)OC(=C2)C)NC2(CC2)C [3-(5-bromopyridin-2-yl)pyrrolidine-1-carbonyl]-6-methyl-N-(1-methylcyclopropyl)furo[2,3-d]pyrimidin-4-amine